4-FORMYL-[1,1-BIPHENYL]-2-CARBOXYLIC ACID C(=O)C=1C=C(C(=CC1)C1=CC=CC=C1)C(=O)O